6-chloro-7-(2-fluorophenyl)-1-(2-isopropylphenyl)pteridine-2,4(1h,3h)-dione ClC=1N=C2C(NC(N(C2=NC1C1=C(C=CC=C1)F)C1=C(C=CC=C1)C(C)C)=O)=O